FC(C1=C(C=C2CCCN(C2=C1)C1=CC=C2C(C(N(C2=C1)C)=O)=O)C=1C=NN(C1)C)F 6-[7-(difluoromethyl)-6-(1-methylpyrazol-4-yl)-3,4-dihydro-2H-quinolin-1-yl]-1-methyl-indoline-2,3-dione